4-[1-(1-Cyclopentylbut-3-en-1-yl)-1H-pyrazol-4-yl]-7H-pyrrolo[2,3-d]pyrimidine trifluoroacetate Salt FC(C(=O)O)(F)F.C1(CCCC1)C(CC=C)N1N=CC(=C1)C=1C2=C(N=CN1)NC=C2